(2S,4r)-1-[(2S)-3,3-dimethyl-2-[4-[2-(4-methyl-1-piperidinyl)ethyl]triazol-1-yl]butanoyl]-4-hydroxy-N-methyl-pyrrolidine-2-carboxamide CC([C@@H](C(=O)N1[C@@H](C[C@H](C1)O)C(=O)NC)N1N=NC(=C1)CCN1CCC(CC1)C)(C)C